O=C1NC(CCC1N1C(C2=CC=CC(=C2C1)SCCCCCC(=O)N1CCNCC1)=O)=O 4-(6-((2-(2,6-dioxopiperidin-3-yl)-1-oxoisoindolin-4-yl)thio)hexanoyl)piperazin